C(C)N(C1CCOCC1)C=1C(=C(C(=O)O)C=C(C1)C1=CC=C2C(=C1)N(CC21CCOCC1)C)C (Ethyl-(tetrahydro-2H-pyran-4-yl)amino)-2-methyl-5-(1-methyl-2',3',5',6'-tetrahydrospiro[indoline-3,4'-pyran]-6-yl)benzoic acid